(5-cyclopropyl-1H-pyrazol-3-yl)-2-(5-(cyclopropylsulfonyl)-2,5-diazabicyclo[2.2.1]heptan-2-yl)quinazolin-4-amine C1(CC1)C1=CC(=NN1)C1=C2C(=NC(=NC2=CC=C1)N1C2CN(C(C1)C2)S(=O)(=O)C2CC2)N